OC1C=CC(CCC2C=C(O)C=C(O)C=2)=CC=1 dihydroresveratrol